COC(C=1C=CC(=NC1)C(=O)NC=1C(=C(C=CC1)C1=C(C(=CC=C1)NC(C1=NC=C(C=C1)C=O)=O)C)C)OC 5-(dimethoxymethyl)-N-(3'-(5-formylpicolinamido)-2,2'-dimethyl-[1,1'-biphenyl]-3-yl)picolinamide